2,3,6-triisobutylphenol C(C(C)C)C1=C(C(=CC=C1CC(C)C)CC(C)C)O